N-(2-(2-(4-amino-2-butyl-1H-imidazo[4,5-c]quinolin-1-yl)ethoxy)ethyl)pyrazine-2-carboxamide NC1=NC=2C=CC=CC2C2=C1N=C(N2CCOCCNC(=O)C2=NC=CN=C2)CCCC